C(C)(C)(C)OC(N(C([2H])([2H])[2H])S(=O)(=O)C1=NC=CC(=C1)Br)=O ((4-bromopyridin-2-yl)sulfonyl)(methyl-d3)carbamic acid tert-butyl ester